CC1=C(C=NC(=C1)N1N=CC(=C1)CN1C[C@@H](NCC1)C=1C(=C2COC(C2=CC1)=O)C)C#N (S)-4-methyl-6-(4-((3-(4-methyl-1-oxo-1,3-dihydroisobenzofuran-5-yl)piperazin-1-yl)methyl)-1H-pyrazol-1-yl)pyridine-3-carbonitrile